NC1=C2NC(N(C2=NC=N1)[C@H]1C(CN(CC1)C(=O)OC(C)(C)C)(F)F)=O Tert-butyl (4R)-4-(6-amino-8-oxo-7H-purin-9-yl)-3,3-difluoropiperidine-1-carboxylate